CS(=O)(=O)N1CCC(CC1)OC1=NNC(=C1)C(=O)OCC ethyl 3-[(1-methylsulfonyl-4-piperidyl)oxy]-1H-pyrazole-5-carboxylate